(1S,2R)-1-[4-[4-(2,2-dimethoxyethyl)-1-piperidinyl]phenyl]-2-phenyl-tetrahydronaphthalen-6-ol COC(CC1CCN(CC1)C1=CC=C(C=C1)[C@@H]1[C@@H](CCC2=CC(=CC=C12)O)C1=CC=CC=C1)OC